C1(=CC=CC=C1)N1C2(C(C(C(C(C2=C2C1(C(C(C1(N(C3(C(C(C(C(C3(C21[2H])[2H])([2H])[2H])([2H])[2H])([2H])[2H])([2H])[2H])[2H])C2=CC=1C3=CC=CC=C3C3=CC=CC=C3C1C=C2)[2H])([2H])[2H])([2H])[2H])[2H])([2H])[2H])([2H])[2H])([2H])[2H])([2H])[2H])[2H] 5,8-Dihydro-5-phenyl-8-(2-triphenylenyl)indolo[2,3-c]carbazol-d26